N1[C@@H](CC1)CCO (S)-2-(azetidin-2-yl)ethan-1-ol